6-fluoro-5-(5-((1-methylcyclopropyl)ethynyl)-3,4-dihydroquinolin-1(2H)-yl)-[1,2,4]triazolo[4,3-a]quinazoline FC1=C2C(=NC=3N(C2=CC=C1)C=NN3)N3CCCC1=C(C=CC=C31)C#CC3(CC3)C